8-((1R,2S)-2-(4,4-Difluorocyclohexyl)cyclopropyl)-9-(4-((1-(3-fluoropropyl)azetidin-3-yl)methyl)phenyl)-6,7-dihydro-5H-benzo[7]annulen FC1(CCC(CC1)[C@H]1[C@@H](C1)C=1CCCC2=C(C1C1=CC=C(C=C1)CC1CN(C1)CCCF)C=CC=C2)F